C(C)(C)(C)OC(=O)N1C=CC2=C(C(=CC(=C12)C)OC([2H])([2H])[2H])C=O 4-formyl-5-trideuteromethoxy-7-methyl-1H-indole-1-carboxylic acid tert-butyl ester